3-methyl-2-pentylcyclopentan-1-one CC1C(C(CC1)=O)CCCCC